C/C(/C(=O)OCCCCCC)=C\C hexyl (E)-2-methylbut-2-enoate